BrC1=CC2=C(N=C(S2)C2=NC=3N(C(N(C(C3N2C)=O)CC)=O)CC)C=C1 (6-bromobenzo[d]thiazole-2-yl)-1,3-diethyl-7-methyl-1H-purine-2,6(3H,7H)-dione